tetrahydro-1H-cyclopenta[c]furan-3a,4(3H)-diol C1OCC2(C1CCC2O)O